(2-amino-2-oxoethyl)-2-(5-(difluoromethyl)-3-(3-(1-(o-tolyl)cyclopropyl)-1,2,4-oxadiazol-5-yl)-1H-pyrazol-1-yl)acetamide NC(CC(C(=O)N)N1N=C(C=C1C(F)F)C1=NC(=NO1)C1(CC1)C1=C(C=CC=C1)C)=O